OC1=C(C(=CC(=C1)O)CCCCC)S(=O)(=O)N1CCN(CC1)C(=O)OC(C)(C)C tert-butyl 4-((2,4-dihydroxy-6-pentylphenyl)sulfonyl)piperazine-1-carboxylate